tert-Butyl 6-(oxetan-3-yl)-3,6-diazabicyclo[3.1.1]heptane-3-carboxylate O1CC(C1)N1C2CN(CC1C2)C(=O)OC(C)(C)C